CCCCCCCCCC=O decan-10-one